FC=1C=C(C=C(C1)F)C1=CC(=CC=C1)C[C@@H]1N(CC([C@@H]1NS(=O)(=O)C)(F)F)C(=O)C1(CC1)C N-[(2S,3R)-2-[(3',5'-difluoro[1,1'-biphenyl]-3-yl)methyl]-4,4-difluoro-1-(1-methylcyclopropane-1-carbonyl)pyrrolidin-3-yl]methanesulfonamide